(7R)-2-{2-[1-(cyclopropylmethyl)-6-[4-(morpholine-4-sulfonyl)phenyl]-1H-pyrrolo[2,3-b]pyridin-2-yl]-7-methoxy-1-methyl-1H-1,3-benzodiazole-5-carbonyl}-2-azabicyclo[2.2.1]heptan-7-amine C1(CC1)CN1C(=CC=2C1=NC(=CC2)C2=CC=C(C=C2)S(=O)(=O)N2CCOCC2)C2=NC1=C(N2C)C(=CC(=C1)C(=O)N1C2CCC(C1)[C@H]2N)OC